5-(6-hydroxy-2,5,7,8-tetramethyl-chroman-2-yl)-2-methylpentanoic acid OC=1C(=C2CCC(OC2=C(C1C)C)(C)CCCC(C(=O)O)C)C